6-(2-(3-(5-chlorothien-2-yl)phenyl)-2-hydroxyacetyl)-2-(1-phenylcyclopropyl)-5,6,7,8-tetrahydropyrido[4,3-d]pyrimidin-4(3H)-one ClC1=CC=C(S1)C=1C=C(C=CC1)C(C(=O)N1CC2=C(N=C(NC2=O)C2(CC2)C2=CC=CC=C2)CC1)O